4-bromo-2-fluoro-1-iodotoluene BrC1=CC(C(C)(C=C1)I)F